methyl 5-cyclopropylpyridazine-3-carboxylate C1(CC1)C=1C=C(N=NC1)C(=O)OC